C(#N)C1=C(C=CC=C1)[C@@H]([C@H](C)C=1N(C(C(=C(N1)C(=O)NC=1C=NOC1)O)=O)C)C=1C(=NN(C1)CCOC)C 2-((1r,2s)-1-(2-cyanophenyl)-1-(1-(2-methoxyethyl)-3-methyl-1H-pyrazol-4-yl)propan-2-yl)-5-hydroxy-N-(isoxazol-4-yl)-1-methyl-6-oxo-1,6-dihydropyrimidine-4-carboxamide